2-(ethylthio)-3-(5-(2,2,3,3,3-pentafluoropropoxy)pyrazin-2-yl)-N-(2,2,2-trifluoroethyl)pyrazolo[1,5-a]pyrimidin-7-amine C(C)SC1=NN2C(N=CC=C2NCC(F)(F)F)=C1C1=NC=C(N=C1)OCC(C(F)(F)F)(F)F